2,3-di(oleoyloxy)propyltrimethylammonium C(CCCCCCC\C=C/CCCCCCCC)(=O)OC(C[N+](C)(C)C)COC(CCCCCCC\C=C/CCCCCCCC)=O